6-(1,1-difluoroethyl)pyridine-3-sulfonyl chloride FC(C)(F)C1=CC=C(C=N1)S(=O)(=O)Cl